CN1CCN(CC1)CCC[Si](OC)(OC)OC 3-(4-methylpiperazinyl)propyltrimethoxysilane